C1(=CC=CC=2C(C3=CC=CC=C3C(C12)=O)=O)S(=O)(=O)[O-].[Fe+3].C1(=CC=CC=2C(C3=CC=CC=C3C(C12)=O)=O)S(=O)(=O)[O-].C1(=CC=CC=2C(C3=CC=CC=C3C(C12)=O)=O)S(=O)(=O)[O-] ferric anthraquinonesulfonate